bismuth indium tin [Sn].[In].[Bi]